4-amino-8-bromo-7-fluoro-3-(propylcarbamoyl)isoquinoline 2-oxide NC1=C([N+](=CC2=C(C(=CC=C12)F)Br)[O-])C(NCCC)=O